C1(CCCCC1)C1=CC=C(C=C1)C(CC(=O)OCC)=O ethyl 3-(4-cyclohexylphenyl)-3-oxo-propanoate